C12CCCC(SC1)C2C(=O)[O-] 6-thiabicyclo[3.2.1]octane-8-carboxylate